3-(4-(((1r,4r)-4-(benzylamino)cyclohexyl)(pentyl)amino)-1-oxoisoindolin-2-yl)piperidine-2,6-dione C(C1=CC=CC=C1)NC1CCC(CC1)N(C1=C2CN(C(C2=CC=C1)=O)C1C(NC(CC1)=O)=O)CCCCC